2-(6-Chloro-benzothiazol-2-ylamino)-1-(2-methoxy-ethyl)-1H-benzoimidazole-5-carboxylic acid [2-(3-oxo-piperazin-1-yl)-ethyl]-amide O=C1CN(CCN1)CCNC(=O)C1=CC2=C(N(C(=N2)NC=2SC3=C(N2)C=CC(=C3)Cl)CCOC)C=C1